4H-1,3,2-dithiazine 1,1,3,3-tetraoxide S1(NS(CC=C1)(=O)=O)(=O)=O